BrC1=C(C=2C(=NC=C3C2C2(CCN(CC2)C(=O)OC(C)(C)C)C(N3C)=O)N1S(=O)(=O)C1=CC=CC=C1)C1=CC=CC=C1 tert-butyl 2-bromo-6-methyl-7-oxo-1-phenyl-3-(phenylsulfonyl)-6,7-dihydro-3H-spiro[dipyrrolo[2,3-b:3',2'-d]pyridine-8,4'-piperidine]-1'-carboxylate